N-(n-Butyl)-3-aminopropyl-triethoxysilan C(CCC)NCCC[Si](OCC)(OCC)OCC